1-(2-(isoxazol-3-ylamino)-2-oxoethyl)-1-(2-((4-methyl-2-((3-(methylamino)propyl)carbamoyl)thiophen-3-yl)amino)-2-oxoethyl)azepan-1-ium O1N=C(C=C1)NC(C[N+]1(CCCCCC1)CC(=O)NC1=C(SC=C1C)C(NCCCNC)=O)=O